6-chloro-4-(piperazin-1-yl)-1H-indazole ClC1=CC(=C2C=NNC2=C1)N1CCNCC1